tert-butyl N-methyl-N-[2-[(E)-3-(4,4,5,5-tetramethyl-1,3,2-dioxaborolan-2-yl)allyloxy]ethyl]carbamate CN(C(OC(C)(C)C)=O)CCOC\C=C\B1OC(C(O1)(C)C)(C)C